FC1(CN(CCC1OC=1C=CC(=NC1)C1=NSC(=N1)NC1=NC=CC=C1N(C(C)=O)C)C(C)C)F N-(2-(3-(5-(3,3-difluoro-1-isopropylpiperidin-4-yloxy)pyridin-2-yl)-1,2,4-thiadiazol-5-ylamino)pyridin-3-yl)-N-methylacetamide